N=C1N(CC(=N1)O)C([2H])([2H])[2H] 2-imino-1-(methyl-d3)-2,5-dihydro-1H-imidazol-4-ol